BrC=1C=C2CCN(C2=CC1)C(=O)NCCN(C)C 5-bromo-N-(2-(dimethylamino)ethyl)indoline-1-carboxamide